1-(5-Chloro-4,6-dimethylisoxazolo[5,4-b]pyridin-3-yl)-3-(4-methoxyphenyl)urea ClC=1C(=C2C(=NC1C)ON=C2NC(=O)NC2=CC=C(C=C2)OC)C